FC=1C=C(C#N)C=C(C1)S(=O)(=O)N1CC2(C1)C[C@H](CC2)N2CCOCC2 (S)-3-Fluoro-5-((6-morpholino-2-azaspiro[3.4]octan-2-yl)sulfonyl)benzonitrile